FC1=C(C(=O)NC2=CC(=NN2C)C2=CC=C(C=C2)NC(C2=C(N=CC=C2)C)=O)C=CC=C1 N-(4-(5-(2-Fluorobenzamido)-1-methyl-1H-pyrazol-3-yl)phenyl)-2-methylnicotinamide